ClC1=C(C=C(C=C1)NC(=O)N1CC2C(C1)CC(C2)(O)C2=CC=C(C=C2)F)C(F)(F)F N-[4-chloro-3-(trifluoromethyl)phenyl]-5-(4-fluorophenyl)-5-hydroxy-octahydrocyclopenta[c]pyrrole-2-carboxamide